ClC1=CC(=C(C=C1)C1=CC=CC=C1)C1=NC(=NC(=C1)C1=CC=CC=C1)C1=CC=CC=C1 4-(4-chloro-[1,1'-biphenyl]-2-yl)-2,6-diphenylpyrimidine